bromo-2-(1,1-difluoroethyl)-4-fluorobenzene BrC1=C(C=C(C=C1)F)C(C)(F)F